CC1CCCC=2N1C(=CN2)C(=O)[O-] 5-methyl-5H,6H,7H,8H-imidazo[1,2-a]pyridine-3-carboxylate